cis-4-((4-amino-3-fluorobenzyl)(methyl)amino)cyclohexane-1-carboxylate NC1=C(C=C(CN([C@H]2CC[C@H](CC2)C(=O)[O-])C)C=C1)F